1H-Pyrazole-Sulphate S(=O)(=O)(O)O.N1N=CC=C1